1-(2-ethoxy-2-oxoethyl)-1H-pyrazole-3-carboxylic acid C(C)OC(CN1N=C(C=C1)C(=O)O)=O